[N+](=O)([O-])C1=CC=CC=2N(ONC21)SC2=[N+](C=CC=C2)[O-] 4-Nitro-1-[(1-oxidopyridin-2-yl)sulfanyl]-2,1,3-benzoxadiazole